N1(C=NC=C1)CC1=CC(=C2CCN(C(C2=C1)=O)C1=NC2=C(C=C(C=C2C=C1)OC)C(=O)NC)C=1C(=NN(C1)C)C(F)(F)F (7-((1H-Imidazol-1-yl)methyl)-5-(1-methyl-3-(trifluoromethyl)-1H-pyrazol-4-yl)-1-oxo-3,4-dihydroiSoquinolin-2(1H)-yl)-6-methoxy-N-methylquinoline-8-carboxamide